isopropyl 6,11-dioxo-6,11-dihydro-5H-benzo[b]carbazole-2-carboxylate O=C1C2=C(C(C=3C4=CC(=CC=C4NC13)C(=O)OC(C)C)=O)C=CC=C2